methyl 3-(4-{[4-(tert-butoxycarbonyl)piperazin-1-yl]methyl}piperidin-1-yl)-1-methylindazole-5-carboxylate C(C)(C)(C)OC(=O)N1CCN(CC1)CC1CCN(CC1)C1=NN(C2=CC=C(C=C12)C(=O)OC)C